CN1CC2=NNC=C2C1 5-methyl-2H,4H,6H-pyrrolo[3,4-c]pyrazole